N-(1-cyano-2-(2-oxopiperidin-3-yl)ethyl)-2-(4-fluoro-7-difluoromethyl-1H-indole-2-carbonyl)-5,5-difluorooctahydrocyclopenta[c]pyrrole-1-carboxamide C(#N)C(CC1C(NCCC1)=O)NC(=O)C1N(CC2C1CC(C2)(F)F)C(=O)C=2NC1=C(C=CC(=C1C2)F)C(F)F